CN(NC)CC=1N(C2=CC=CC=C2C1)CCC(=O)N1CCC(CC1)N(C(CCC(N(C(C=O)C)C)=O)=O)CCOCCOCCC(=O)O 8-(1-(3-(2-((1,2-dimethylhydrazinyl)methyl)-1H-indol-1-yl)propanoyl)piperidin-4-yl)-2,3-dimethyl-1,4,7-trioxo-11,14-dioxa-3,8-diazaheptadecan-17-oic acid